C(CCCCC(=O)O)(=O)O.FC1=C(C(=O)N2CCC(CC2)N2CC(C2)(N2N=CC(=C2)C=2C3=C(N=CN2)NC=C3)CC#N)C=CN=C1C(F)(F)F (1-{1-[3-fluoro-2-(trifluoromethyl)isonicotinoyl]piperidin-4-yl}-3-[4-(7H-pyrrolo[2,3-d]pyrimidin-4-yl)-1H-pyrazol-1-yl]azetidin-3-yl)acetonitrile adipic acid salt